ClCC\C=C\CCCCCCCC(OCCCCCC)OCCCCCC (3E)-1-chloro-12,12-dihexyloxy-3-dodecene